2-methoxy-5-(2-((2R,5S)-5-methyl-2-(2-(1-methyl-2,5,6,7-tetrahydro-1H-azepin-4-yl)benzo[d]thiazol-5-yl)piperidin-1-yl)-2-oxoacetamido)nicotinamide COC1=C(C(=O)N)C=C(C=N1)NC(C(=O)N1[C@H](CC[C@@H](C1)C)C=1C=CC2=C(N=C(S2)C2=CCN(CCC2)C)C1)=O